FC(C(=O)O)(F)F.N1CC(C1)N1N=CC(=C1)C1=NC(=CC(=N1)N1CC2(C=3C=NC(=CC31)NC(C)=O)CC2)C N-(1'-(2-(1-(Azetidin-3-yl)-1H-pyrazol-4-yl)-6-methylpyrimidin-4-yl)-1',2'-dihydrospiro[cyclopropane-1,3'-pyrrolo[3,2-c]pyridin]-6'-yl)acetamide trifluoroacetate